3-[6-[3-(trifluoromethyl)pyrrolidin-1-yl]-3-pyridinyl]azetidine-1-carboxylic acid tert-butyl ester C(C)(C)(C)OC(=O)N1CC(C1)C=1C=NC(=CC1)N1CC(CC1)C(F)(F)F